C(=O)C=1C=CC2=C(C(=NO2)N2CCN(CC2)C(=O)OC(C)(C)C)C1 tert-Butyl 4-(5-formylbenzo[d]isoxazol-3-yl)piperazine-1-carboxylate